Cl.NCCOC1=CC=C(C=C1)C(C(C)(C)O)=O 1-[p-(2-aminoethoxy)phenyl]-2-hydroxy-2-methyl-1-propanone hydrochloride